CC1(C(N(C(N1CC1=CC(=NC=C1)N[C@@H](C)[C@@H]1OCCC1)=O)C1=CC=C(C=C1)S(=O)(=O)C(F)(F)F)=O)C 5,5-dimethyl-1-((2-(((S)-1-((R)-tetrahydrofuran-2-yl)ethyl)amino)pyridin-4-yl)methyl)-3-(4-((trifluoromethyl)sulfonyl)phenyl)imidazolidine-2,4-dione